C(CCC)(=O)OCCCCCCCCCC decanyl butyrate